P(=O)(O)(O)O.C(C)(C)(C)C1=C(O[Na])C=CC(=C1)C(C)(C)C (2,4-ditert-butylphenoxy)sodium phosphate